FC1=NNC=C1C=1C=CC(=C(C1)O)C1=CN=C(N=N1)N1C[C@H]2[C@@H](CC1)N(CC2)C 5-(3-fluoro-1H-pyrazol-4-yl)-2-{3-[(3as,7ar)-1-methyl-octahydro-5H-pyrrolo[3,2-c]pyridin-5-yl]-1,2,4-triazin-6-yl}phenol